The molecule is a gallate ester obtained by formal condensation of the carboxy group of gallic acid with the (3S)-hydroxy group of (+)-epicatechin. It has a role as a metabolite. It is a catechin, a gallate ester and a polyphenol. It derives from a gallic acid and a (+)-epicatechin. C1[C@@H]([C@@H](OC2=CC(=CC(=C21)O)O)C3=CC(=C(C=C3)O)O)OC(=O)C4=CC(=C(C(=C4)O)O)O